2-[(2-nitrobenzyl)oxy]-1H-isoindole-1,3(2H)-dione [N+](=O)([O-])C1=C(CON2C(C3=CC=CC=C3C2=O)=O)C=CC=C1